C(C#C)NC1=CC=C(C=C1)Cl N-2-propynyl-(p-chlorophenyl)amine